C(#N)C(C(=O)O)C#N.C1(O)=CC=C(O)C=C1 hydroquinone dicyanoacetate